Pyrimidine-5-carbaldehyde O-phenethyl oxime C(CC1=CC=CC=C1)ON=CC=1C=NC=NC1